N1=CC=C(C=C1)C(=N)N Pyridine-4-carboxamidine